C(C)(C)(C)OC(=O)N1CC2(CC1)OCCN1C2=CC(=N1)C=1C=NC(=C(C1)C#N)N tert-butyl-2-(6-amino-5-cyanopyridin-3-yl)-6,7-dihydrospiro[pyrazolo[5,1-c][1,4]oxazine-4,3'-pyrrolidine]-1'-carboxylate